oxylamine ON